2-(4-fluorophenoxy)-2-methyl-1-(2-methyl-4-((4-(methylsulfonyl)phenyl)sulfonyl)piperazin-1-yl)propan-1-one FC1=CC=C(OC(C(=O)N2C(CN(CC2)S(=O)(=O)C2=CC=C(C=C2)S(=O)(=O)C)C)(C)C)C=C1